(S)-3-(5-(((3R*,4S*)-1-((8-fluoro-2-(tetrahydro-2H-pyran-4-yl)quinolin-6-yl)methyl)-4-phenylpyrrolidin-3-yl)oxy)-1-oxoisoindolin-2-yl)piperidine-2,6-dione FC=1C=C(C=C2C=CC(=NC12)C1CCOCC1)CN1C[C@@H]([C@H](C1)C1=CC=CC=C1)OC=1C=C2CN(C(C2=CC1)=O)[C@@H]1C(NC(CC1)=O)=O |o1:20,21|